CN1[C@@H](C[C@@H](C1)C)C(=O)NC=1C=C(C(=NC1)C)C=1N2C(SC1C=1C(=NC=CC1)OC)=C(C=N2)C(=O)N (5-((2S,4S)-1,4-dimethylpyrrolidine-2-carboxamido)-2-methylpyridin-3-yl)-2-(2-methoxypyridin-3-yl)pyrazolo[5,1-b]thiazole-7-carboxamide